10-[(6-cyano-2-naphthyl)oxy]decyl 2,5-dihydroxybenzoate OC1=C(C(=O)OCCCCCCCCCCOC2=CC3=CC=C(C=C3C=C2)C#N)C=C(C=C1)O